2-(4-acetylbenzyl)-3-((4-fluorophenyl)amino)-5,7,7-trimethyl-7,8-dihydro-2H-imidazo[1,2-a]pyrazolo[4,3-e]pyrimidin-4(5H)-one C(C)(=O)C1=CC=C(CN2N=C3C(C(N(C=4N3CC(N4)(C)C)C)=O)=C2NC2=CC=C(C=C2)F)C=C1